N-[(3S,4S)-1-(3-mesylpropyl)-3-methyl-4-piperidyl]-6-[3-(4-mesyl-2-anisidino)-1-propynyl]-1-(2,2,2-trifluoroethyl)-1H-1,3-benzimidazole-4-carboxamide S(=O)(=O)(C)CCCN1C[C@@H]([C@H](CC1)NC(=O)C1=CC(=CC=2N(C=NC21)CC(F)(F)F)C#CCNC=2C(OC)=CC=C(C2)S(=O)(=O)C)C